4-(dimethylamino)-1-(6-(3-(4-phenoxyphenyl)-1H-pyrazolo[3,4-d]Pyrimidin-1-yl)-2-azaspiro[3.3]Heptane-2-yl)but-2-yn-1-one CN(CC#CC(=O)N1CC2(C1)CC(C2)N2N=C(C=1C2=NC=NC1)C1=CC=C(C=C1)OC1=CC=CC=C1)C